ClC=1C=CC(=C(C1)C1=CC(=C(N=N1)OCCN(C)C)NCC1=C(C=C(C=C1)OC)OC)F 6-(5-chloro-2-fluorophenyl)-N-[(2,4-dimethoxyphenyl)methyl]-3-[2-(dimethylamino)ethoxy]pyridazin-4-amine